2-methyl-3-(8-methyl-3-(trifluoromethyl)-[1,2,4]triazolo[4,3-a]pyridin-7-yl)propanoic acid CC(C(=O)O)CC1=C(C=2N(C=C1)C(=NN2)C(F)(F)F)C